2-[3-[(1S)-1-phenylethyl]-3-azabicyclo[2.2.1]heptan-7-yl]isoindoline-1,3-dione C1(=CC=CC=C1)[C@H](C)N1CC2CCC1C2N2C(C1=CC=CC=C1C2=O)=O